BrC=1N=C2N(C=C(C=C2C2=C(C=CC=C2)OCC(F)(F)F)F)C1 2-bromo-6-fluoro-8-(2-(2,2,2-trifluoroethoxy)phenyl)imidazo[1,2-a]pyridine